(4-([1,1'-biphenyl]-4-yl-(9,9-dimethyl-9H-fluoren-2-yl)amino)phenyl)boronic acid C1(=CC=C(C=C1)N(C1=CC=C(C=C1)B(O)O)C1=CC=2C(C3=CC=CC=C3C2C=C1)(C)C)C1=CC=CC=C1